(6-(4,4-difluoropiperidin-3-yl)-3-methoxypyrazin-2-yl)methanol FC1(C(CNCC1)C1=CN=C(C(=N1)CO)OC)F